C1=CC=CC=2C3=CC=CC=C3C(C12)COC(=O)N[C@@H](C(C)C)C(=O)O N-(9-Fluorenylmethoxycarbonyl)-L-valine